t-butyl-glutamate C(C)(C)(C)N[C@@H](CCC(=O)[O-])C(=O)[O-]